C(C)(C)(C)C=1C=C(N(N1)C1=CC=C(C=C1)OCCN1CCOCC1)NC(OCC(Cl)(Cl)Cl)=O 2,2,2-trichloroethyl N-[5-tert-butyl-2-[4-[2-morpholino-ethoxy]phenyl]pyrazol-3-yl]carbamate